CN1C(C2=C(C(=C1)C=1C=C3C=CC(=NC3=CC1)C1=CC=C(C=C1)OCCN1C(C(N(CC1)C)=O)(C)C)C=CN2)=O 6-methyl-4-{2-[4-(2-(2,2,4-trimethyl-3-oxopiperazin-1-yl)ethoxy)phenyl]quinolin-6-yl}-1H-pyrrolo[2,3-c]pyridin-7(6H)-one